2-(pyridin-3-yl)-N-(4-(trifluoromethoxy)pyridin-2-yl)pyrimidin-4-amine N1=CC(=CC=C1)C1=NC=CC(=N1)NC1=NC=CC(=C1)OC(F)(F)F